(3R)-3-(4-trifluoromethylphenylamino)valeronitrile FC(C1=CC=C(C=C1)N[C@@H](CC#N)CC)(F)F